dicyclohexyl-(2',6'-diisopropyloxybiphenyl-2-yl)phosphine C1(CCCCC1)P(C1=C(C=CC=C1)C1=C(C=CC=C1OC(C)C)OC(C)C)C1CCCCC1